FS(C1=CC=C(C=C1)O)(F)(F)(F)F 4-(pentafluorosulfaneyl)phenol